t-butyl hypochlorite ClOC(C)(C)C